FC(CCS(=O)(=O)O)=C(F)F 3,4,4-trifluorobut-3-ene-1-sulfonic acid